5-(3-Ethoxy-4-(7-oxo-6,7-dihydro-3H-[1,2,3]triazolo[4,5-d]pyrimidin-5-yl)phenyl)nicotinic acid C(C)OC=1C=C(C=CC1C=1NC(C2=C(N1)NN=N2)=O)C=2C=NC=C(C(=O)O)C2